4-(4-acetylpiperazin-1-yl)-1-(5-(difluoromethyl)-1,3,4-thiadiazol-2-yl)-N-(1-methylcyclopropyl)-1H-benzo[d]imidazole-6-sulfonamide C(C)(=O)N1CCN(CC1)C1=CC(=CC=2N(C=NC21)C=2SC(=NN2)C(F)F)S(=O)(=O)NC2(CC2)C